Nα-(L-tryptophyl)-1-methyl-D-tryptophan hydrochloride Cl.N[C@@H](CC1=CNC2=CC=CC=C12)C(=O)N[C@H](CC1=CN(C2=CC=CC=C12)C)C(=O)O